NC(CC([C@@H]1[C@H]([C@H]([C@@H](O1)N1C(=O)NC(=O)C=C1)O)O)O)C 5'-(2-amino)propyl-uridine